C(C)(C)(C)OC(=O)N1C(CN(CC1)CCOC1=C(C=C(C=C1)N)C(C)C)C 4-(2-(4-amino-2-isopropylphenoxy)ethyl)-2-methylpiperazine-1-carboxylic acid tert-butyl ester